FC(C=1C=NC(=NC1)N1CCN(CC1)C(=O)OCC(C)C1=CNC(C(=C1)C(F)(F)F)=O)(F)F 2-(6-Oxo-5-(trifluoromethyl)-1,6-dihydropyridin-3-yl)propyl 4-(5-(trifluoromethyl)pyrimidin-2-yl)piperazine-1-carboxylate